COC=1C=C(C=CC1N1N=C(C=C1OC)C(F)(F)F)CO {3-methoxy-4-[5-methoxy-3-(trifluoromethyl)pyrazol-1-yl]phenyl}methanol